N-(1-(1-(2,4-difluorophenyl)ethyl)-1H-pyrazol-4-yl)-5-(furan-2-yl)isoxazole-3-carboxamide lithium trifluorophenylacetate FC1=C(C(=C(C=C1)CC(=O)[O-])F)F.[Li+].FC1=C(C=CC(=C1)F)C(C)N1N=CC(=C1)NC(=O)C1=NOC(=C1)C=1OC=CC1